ethyl 2-((5-(2-bromoacetyl)pyridin-2-yl)methyl)oxazole-4-carboxylate BrCC(=O)C=1C=CC(=NC1)CC=1OC=C(N1)C(=O)OCC